BrCC(=O)OC(C)(C)C tertbutyl 2-bromoacetate